BrC=1C=C(C=CC1C(F)(F)F)/C=C/C=O (E)-3-(3-bromo-4-(trifluoromethyl)phenyl)acrylaldehyde